COC=1C(=NC=CC1)CC(C)=O 1-(3-methoxypyridin-2-yl)-2-propanone